trifluoroepoxypropane FC(C1CO1)(F)F